1,3,3-trimethylindoline CN1CC(C2=CC=CC=C12)(C)C